CCCCC=CCCCC 5-decene